O=C1\C(\CCC2=CC=CC=C12)=C\C(=O)OC methyl (E)-2-(1-oxo-3,4-dihydronaphthalen-2(1H)-ylidene)acetate